5-chloro-N-[3-fluoro-4-(2-{1H-pyrazolo[3,4-b]pyridin-5-yl}ethynyl)pyridin-2-yl]-2-methoxypyridine-3-sulfonamide ClC=1C=C(C(=NC1)OC)S(=O)(=O)NC1=NC=CC(=C1F)C#CC=1C=C2C(=NC1)NN=C2